FC=1C=NC(=NC1)C=1C=C(C=CC1C)N(C(=O)[C@@H]1N(C[C@@H](C1)C(F)(F)F)C(=O)OC(C)(C)C)CC1=CC=C(C=C1)OC tert-butyl (2R,4R)-2-((3-(5-fluoropyrimidin-2-yl)-4-methylphenyl)(4-methoxybenzyl)carbamoyl)-4-(trifluoromethyl)pyrrolidine-1-carboxylate